COC1=C(C=CC=C1)NC1=NC(=NC=C1C)NC1=CC2=C(B(OC2)O)C=C1 5-((4-((2-methoxyphenyl)amino)-5-methylpyrimidin-2-yl)amino)benzo[c][1,2]oxaborol-1(3H)-ol